1-fluoro-2-methyl-3-nitrobenzene FC1=C(C(=CC=C1)[N+](=O)[O-])C